tert-butyl (1R,2S,5S)-2-((2-amino-5-nitrophenyl)carbamothioyl)-6,6-dimethyl-3-Azabicyclo[3.1.0]hexane-3-carboxylate NC1=C(C=C(C=C1)[N+](=O)[O-])NC(=S)[C@@H]1[C@H]2C([C@H]2CN1C(=O)OC(C)(C)C)(C)C